(S)-1-(2,6-difluoro-4-methoxybenzyl)-3,4-dimethyl-2-oxo-N-(2,4,6-trifluorobenzyl)-1,2,3,4-tetrahydroquinazoline-7-carboxamide FC1=C(CN2C(N([C@H](C3=CC=C(C=C23)C(=O)NCC2=C(C=C(C=C2F)F)F)C)C)=O)C(=CC(=C1)OC)F